C1(CC1)[C@]1(C(N(C[C@H]1C)C=1C=2N(N=CC1)C=C(C2)C2=NC=CC=C2O)=O)C#N (3R,4S)-3-cyclopropyl-1-[6-(3-hydroxypyridin-2-yl)pyrrolo[1,2-b]pyridazin-4-yl]-4-methyl-2-oxopyrrolidine-3-carbonitrile